2-(2-methylmorpholino)pyrido[2,3-d]pyrimidine 8-oxide CC1OCCN(C1)C=1N=CC2=C(N1)[N+](=CC=C2)[O-]